N-((R)-2-(difluoromethoxy)-1-(3-(difluoromethoxy)phenyl)ethyl)-3-(3,3-dimethylcyclobutyl)-3-hydroxypropanamide FC(OC[C@@H](C1=CC(=CC=C1)OC(F)F)NC(CC(O)C1CC(C1)(C)C)=O)F